2,3-dihydroxy-4-methoxybenzaldehyde OC1=C(C=O)C=CC(=C1O)OC